(3R,5S)-1-methyl-5-((4-nitrophenoxy)methyl)pyrrolidin-3-ol methyl-3-bromopyridineformate CC1=C(C(=NC=C1)C(=O)O[C@H]1CN([C@@H](C1)COC1=CC=C(C=C1)[N+](=O)[O-])C)Br